6-tert-butyl-5-(3,4-dichlorophenyl)-4-(3-(trifluoromethoxy)phenoxy)thieno[2,3-d]pyrimidine C(C)(C)(C)C1=C(C2=C(N=CN=C2OC2=CC(=CC=C2)OC(F)(F)F)S1)C1=CC(=C(C=C1)Cl)Cl